ClC1=CC=C2C(=NN(C2=C1)C1=NC=CC=C1)C(C)N1N=C(C=2C1=NC=NC2N)C 1-(1-(6-chloro-1-(pyridin-2-yl)-1H-indazol-3-yl)ethyl)-3-methyl-1H-pyrazolo[3,4-d]pyrimidin-4-amine